NC1=NC=C(C(=N1)C(F)(F)F)C1=NC(=NC(=N1)N1CCOCC1)N1CCN(CC1)C(CCCC(=O)NO)=O 5-(4-(4-(2-amino-4-(trifluoromethyl)pyrimidine-5-yl)-6-morpholinyl-1,3,5-triazin-2-yl)piperazine-1-yl)-N-hydroxy-5-oxo-valeramide